C(C)OC1=CC=C(C=N1)C1=CN=CC(=N1)C(=O)NC1CC2=C(C=CC(=C2CC1)OC)F 6-(6-ethoxypyridin-3-yl)-N-(8-fluoro-5-methoxy-1,2,3,4-tetrahydronaphthalen-2-yl)pyrazine-2-carboxamide